N[C@@H](CC1=CC=CC=C1)C(=O)OCCCCCCCCCCCC(C(C(C(F)(F)F)(F)F)(F)F)(F)F 12,12,13,13,14,14,15,15,15-nonafluoropentadecyl L-phenylalaninate